2-methyl-2-[3-(3-nitropyrazol-1-yl)phenyl]propanamide CC(C(=O)N)(C)C1=CC(=CC=C1)N1N=C(C=C1)[N+](=O)[O-]